[N+](=O)([O-])C1=CC=C(CN2N=NC(=C2)CC(C(=O)N)=CC2=CC=CC=C2)C=C1 ((1-(4-nitrobenzyl)-1H-1,2,3-triazol-4-yl)methyl)cinnamamide